ClC1=C(C(=O)N[C@H](C(=O)O)CC2=CC=C(C=C2)N2C(N(C3=C2C=CC(=C3F)F)C)=O)C(=CC=C1)F (S)-2-(2-chloro-6-fluorobenzoylamino)-3-(4-(4,5-difluoro-3-methyl-2-oxo-2,3-dihydro-1H-benzo[d]imidazol-1-yl)phenyl)propionic acid